tripalmitoyl-S-glyceryl-cysteine rac-[5-[4-amino-2-(N-(2-amino-1-methyl-2-oxo-ethyl)-4-fluoro-anilino)thiazole-5-carbonyl]isoxazol-3-yl]methyl-N-phenylcarbamate NC=1N=C(SC1C(=O)C1=CC(=NO1)CN(C(O)=O)C1=CC=CC=C1)N(C1=CC=C(C=C1)F)[C@@H](C(=O)N)C.C(CCCCCCCCCCCCCCC)(=O)C([C@](N)(C(=O)O)C(CCCCCCCCCCCCCCC)=O)(SCC(O)CO)C(CCCCCCCCCCCCCCC)=O |&1:32|